N1(CCC12COC2)C(=O)C=2C=NC(=NC2)NC2CC1=CC=C(C=C1C2)C#N 2-((5-(6-oxa-1-azaspiro[3.3]heptane-1-carbonyl)pyrimidin-2-yl)amino)-2,3-dihydro-1H-indene-5-carbonitrile